C(C)(C)(C)OC(=O)N1S(OC2=C(C1)C=C(C=C2)C#N)(=O)=O.C(C)OC2=C(C(=C(C=C2)[C@H]2CC[C@@H](OC2)C2CCC(CC2)CCC)F)F trans-5-(4-ethoxy-2,3-difluorophenyl)-2-(4-propylcyclohexyl)tetrahydropyran tert-butyl-6-cyano-2,2-dioxo-2H-1,2λ6,3-benzoxathiazine-3(4H)-carboxylate